C1(=CC=CC=C1)N1N=C(C(=C1)/C=C/C(=O)O)C1=CC=C(C=C1)C (E)-3-(1-phenyl-3-(p-tolyl)-1H-pyrazol-4-yl)acrylic acid